(7-(5-(3-chloro-6-cyano-5-cyclopropoxy-2-fluorophenyl)-1-methyl-1H-pyrazol-4-yl)-1-(Hydroxymethyl)-4-oxo-3,4-dihydropyrido[3,4-d]pyridazin-5-yl)(methyl)carbamic acid tert-butyl ester C(C)(C)(C)OC(N(C)C1=NC(=CC2=C1C(NN=C2CO)=O)C=2C=NN(C2C2=C(C(=CC(=C2C#N)OC2CC2)Cl)F)C)=O